((1R,4R)-4-(4-(((R)-1-(3-amino-5-(trifluoromethyl)phenyl)ethyl)amino)-7-methoxy-2-Methylquinazolin-6-yl)cyclohexyl)(4-(2-(piperidin-4-yl)ethyl)piperidin-1-yl)methanone NC=1C=C(C=C(C1)C(F)(F)F)[C@@H](C)NC1=NC(=NC2=CC(=C(C=C12)C1CCC(CC1)C(=O)N1CCC(CC1)CCC1CCNCC1)OC)C